2-chloro-N-(5-chloro-2-((3R,4R)-3-fluoro-4-methoxypyrrolidin-1-yl)pyridin-4-yl)acetamide ClCC(=O)NC1=CC(=NC=C1Cl)N1C[C@H]([C@@H](C1)OC)F